(2-(6-fluoro-2-oxo-2H-chromen-3-yl)thiazol-4-yl)acetic acid FC=1C=C2C=C(C(OC2=CC1)=O)C=1SC=C(N1)CC(=O)O